hypodiphosphonic acid P(=O)(O)P(=O)O